Fluoroethyl-indolepropionic acid FCCC1=C(NC2=CC=CC=C12)CCC(=O)O